5-cyano-N-(2,5-di(piperidin-1-yl)phenyl)furan-2-carboxamide C(#N)C1=CC=C(O1)C(=O)NC1=C(C=CC(=C1)N1CCCCC1)N1CCCCC1